(2S,4r)-N-[[2-chloro-6-(difluoromethoxy)phenyl]methyl]-1-[(2S)-2-(4-cyclopropyltriazol-1-yl)-3,3-dimethyl-butyryl]-4-hydroxy-pyrrolidine-2-carboxamide ClC1=C(C(=CC=C1)OC(F)F)CNC(=O)[C@H]1N(C[C@@H](C1)O)C([C@H](C(C)(C)C)N1N=NC(=C1)C1CC1)=O